L-Ascorbic acid sodium [Na].O=C1C(O)=C(O)[C@H](O1)[C@@H](O)CO